C1(=CC=CC=C1)N(C(O)=O)C1=CC(=CC=C1)C1CC1.FC(OC=1C=C(C=C(C1)F)C1=CC(=C(C=C1)C=1C=NN(C1)CCN(C)C)NS(=O)(=O)C1=CC(=CC=C1)C(F)(F)F)F N-(3'-(difluoromethoxy)-4-(1-(2-(dimethylamino)ethyl)-1H-pyrazol-4-yl)-5'-fluorobiphenyl-3-yl)-3-(trifluoromethyl)benzenesulfonamide phenyl-(3-cyclopropylphenyl)carbamate